C(#N)C(C)(C)NC(=O)[C@@H]1CN(CC[C@H]1NC(=O)C1=NOC(=C1)C1=C(C=C(C=C1)F)F)C1CCCCC1 (3R,4R)-1-Cyclohexyl-4-{[5-(2,4-difluoro-phenyl)-isoxazole-3-carbonyl]-amino}-piperidine-3-carboxylic acid (cyano-dimethyl-methyl)-amide